1-(7-fluoro-1-methyl-[1,2,4]triazolo[4,3-a]quinazolin-5-yl)-6-((1-methylcyclopropyl)ethynyl)-1,2,3,5-tetrahydropyrido[4,3-e][1,4]oxazepine FC=1C=C2C(=NC=3N(C2=CC1)C(=NN3)C)N3CCOCC1=C3C=CN=C1C#CC1(CC1)C